[Mg+2].[Mg+2].[Mg+2].[N-3].[N-3].[Al] Aluminum magnesium nitride